ClC1=C(N=C(S1)O)C1C(NCCC1)COC1CCC(CC1)C1=CC=CC=C1 3-(5-chloro-2-hydroxythiazol-4-yl)-2-(((4-phenylcyclohexyl)oxy)methyl)piperidine